BrC1=C(C(=CC=C1)Cl)N1C=2N(C3=C(C1=O)C=NC(=N3)NC3=CC(=C(C=C3)N3CCN(CC3)C)Cl)CCN2 6-(2-Bromo-6-chlorophenyl)-2-((3-chloro-4-(4-methylpiperazin-1-yl)phenyl)amino)-8,9-dihydroimidazo[1,2-a]pyrimido[5,4-e]pyrimidin-5(6H)-one